FC(C1=C(C=C2CCCN(C2=C1)C=1C=C2C(=CN(C2=C(C1)C(=C)C)COCC[Si](C)(C)C)C(=O)O)C=1C=NN(C1)C)F 5-(7-(difluoromethyl)-6-(1-methyl-1H-pyrazol-4-yl)-3,4-dihydroquinolin-1(2H)-yl)-7-(prop-1-en-2-yl)-1-((2-(trimethylsilyl)ethoxy)methyl)-1H-indole-3-carboxylic acid